1-benzyloxy-5-bromo-2-(chloromethyl)-4-fluoro-benzene C(C1=CC=CC=C1)OC1=C(C=C(C(=C1)Br)F)CCl